CN(CCCOC=1C=C(C=O)C=CC1F)C 3-(3-(dimethylamino)propoxy)-4-fluorobenzaldehyde